6-(4-chloro-3-fluorophenyl)-3-(5-(pyridin-4-yl)-1-((2-(trimethylsilyl)ethoxy)methyl)-1H-imidazol-2-yl)-1,3-oxazinan-2-one ClC1=C(C=C(C=C1)C1CCN(C(O1)=O)C=1N(C(=CN1)C1=CC=NC=C1)COCC[Si](C)(C)C)F